C(C)(C)NC1=C(C#N)C=C(C=C1)C=1OC(=NN1)C1=CC=NC=C1 2-(isopropylamino)-5-(5-(pyridin-4-yl)-1,3,4-oxadiazol-2-yl)benzonitrile